BrC1=NN(C(=C1)C(=O)N(C)C1=C(C=C(C=C1C(=S)N(C(C)C)C)Cl)Cl)C1=NC=CC=C1Cl 3-bromo-1-(3-chloropyridin-2-yl)-N-(2,4-dichloro-6-(methylisopropylaminylthioformyl)phenyl)-N-methyl-1H-pyrazole-5-carboxamide